C=1(C(=CC=CC1)C(=O)OCCCCCC)C(=O)OCCCCCC DIHEXYL BENZENEDICARBOXYLATE